N[C@H]1C(CN(C1)C1=NC(=CC(=C1)C=1C=C(C=CC1C)NC(=O)N1C[C@@H](CC1)CC(F)(F)F)N1CCOCC1)(F)F (S)-N-(3-(2-((R)-4-amino-3,3-difluoropyrrolidin-1-yl)-6-morpholinopyridin-4-yl)-4-methylphenyl)-3-(2,2,2-trifluoroethyl)pyrrolidine-1-carboxamide